Indene-1-carbonitrile C1(C=CC2=CC=CC=C12)C#N